N-cyclopropyl-4-morpholino-2-[(2E)-2-(m-tolylmethylene)hydrazino]thieno[3,2-d]pyrimidine-6-carboxamide C1(CC1)NC(=O)C1=CC=2N=C(N=C(C2S1)N1CCOCC1)N/N=C/C=1C=C(C=CC1)C